(E)-3-phenyl-1-(2,7-diazaspiro[3.5]nonan-2-yl)prop-2-en-1-one hydrochloride Cl.C1(=CC=CC=C1)/C=C/C(=O)N1CC2(C1)CCNCC2